5-(2-(tert-butylamino)-2-oxoacetyl)-4-chloro-N-(3-chloro-4-fluorophenyl)-1,2-dimethyl-1H-pyrrole-3-carboxamide C(C)(C)(C)NC(C(=O)C1=C(C(=C(N1C)C)C(=O)NC1=CC(=C(C=C1)F)Cl)Cl)=O